Tert-butyl (R)-7-(tert-butyl)-2-chloro-3-(3-methoxypropoxy)-11-oxo-6,7-dihydro-11H-dipyrido[1,2-d:2',3'-f][1,4]oxazepine-10-carboxylate C(C)(C)(C)[C@@H]1COC2=C(C=3N1C=C(C(C3)=O)C(=O)OC(C)(C)C)N=C(C(=C2)OCCCOC)Cl